OC1N(C(N(C1O)CO)=O)CO 4,5-dihydroxy-1,3-bis-hydroxymethyl-2-imidazolidinone